C(C1=CC=CC=C1)N1[C@@H]2[C@H](C(C1)(F)F)CNC2 (cis)-1-benzyl-3,3-difluorooctahydropyrrolo[3,4-b]pyrrole